4-amino-N,1-dimethyl-7-(trifluoromethyl)-N-((3S)-6-(trifluoromethyl)-2,3-dihydro-1-benzofuran-3-yl)-1H-pyrazolo[4,3-c]quinoline-8-carboxamide NC1=NC=2C=C(C(=CC2C2=C1C=NN2C)C(=O)N([C@@H]2COC1=C2C=CC(=C1)C(F)(F)F)C)C(F)(F)F